1-(3-(7-(2-amino-5-fluorobenzo[d]thiazol-4-yl)-8-chloro-6-fluoro-3-methyl-1H-pyrazolo[4,3-c]quinolin-1-yl)azetidin-1-yl)prop-2-en-1-one NC=1SC2=C(N1)C(=C(C=C2)F)C=2C(=CC=1C3=C(C=NC1C2F)C(=NN3C3CN(C3)C(C=C)=O)C)Cl